methyl (2R,3S,5R)-2-(((6-(5-chloro-4-methoxypyrimidin-2-yl)bicyclo[4.1.0]heptan-3-yl)oxy)methyl)-3-(N-(4-methoxybenzyl)methylsulfonamido)-5-methylpyrrolidine-1-carboxylate ClC=1C(=NC(=NC1)C12CCC(CC2C1)OC[C@@H]1N([C@@H](C[C@@H]1N(S(=O)(=O)C)CC1=CC=C(C=C1)OC)C)C(=O)OC)OC